FC=1C=CC2=C(NS(C2)([O-])C)C1C1CC(=NO1)C=1N=C(SC1)C1CCN(CC1)C(=O)OC(C)(C)C tert-butyl 4-(4-(5-(6-fluoro-2-methyl-2-oxido-3H-2λ4-benzo[c]isothiazol-7-yl)-4,5-dihydroisoxazol-3-yl)thiazol-2-yl)piperidine-1-carboxylate